9,9-bis(monohydroxynaphthyl)fluorene OC1=C(C2=CC=CC=C2C=C1)C1(C2=CC=CC=C2C=2C=CC=CC12)C1=C(C=CC2=CC=CC=C12)O